N-(4-(1-(((1-cyanocyclopropyl)methyl)sulfonyl)-2,5-dihydro-1H-pyrrol-3-yl)-1H-pyrrolo[2,3-b]pyridin-6-yl)cyclopropylcarboxamide C(#N)C1(CC1)CS(=O)(=O)N1CC(=CC1)C1=C2C(=NC(=C1)NC(=O)C1CC1)NC=C2